CN(C)CC1=CC=C2C(=C(N=NC2=C1)C1=C(C=C(C=C1)C(F)(F)F)O)C 2-(7-((dimethylamino)methyl)-4-methylcinnolin-3-yl)-5-(trifluoromethyl)phenol